FC=1C=C(SC1C(C)O)CC(C(=O)[O-])(C)C 3-[4-Fluoro-5-(1-Hydroxyethyl) Thiophene-2-yl]-2,2-Dimethylpropanoate